[N+](=O)([O-])C1=C(C)C=CC=C1 2-mononitrotoluene